4-bromo-3-(6-carbamoyl-7-methoxy-1H-benzo[d]imidazol-2-yl)-7-fluoro-benzo[b]thiophene-2-carboxylic acid BrC1=CC=C(C=2SC(=C(C21)C2=NC1=C(N2)C(=C(C=C1)C(N)=O)OC)C(=O)O)F